Cis-3-octene CC\C=C/CCCC